C(C)(C)(C)OC(CC(C1=C(C2=C(N(N=N2)CCOCCOS(=O)(=O)C)C=C1)C)C1=CC=C2C=CC(=CC2=C1)C(=O)OC)=O Methyl 7-(3-(tert-butoxy)-1-(4-methyl-1-(2-(2-((methylsulfonyl)oxy)ethoxy)ethyl)-1H-benzo[d][1,2,3]triazol-5-yl)-3-oxopropyl)-2-naphthoate